3-(5-(hydroxymethyl)-2-nitrophenoxy)-N,N-dimethylbenzamide OCC=1C=CC(=C(OC=2C=C(C(=O)N(C)C)C=CC2)C1)[N+](=O)[O-]